OC=1C=C(C(=O)O[C@@H](C=O)[C@@H](OC(C2=CC(=C(C(=C2)OC(C2=CC(=C(C(=C2)O)O)O)=O)O)O)=O)[C@H](OC(C2=CC(=C(C(=C2)OC(C2=CC(=C(C(=C2)O)O)O)=O)O)O)=O)[C@H](OC(C2=CC(=C(C(=C2)OC(C2=CC(=C(C(=C2)O)O)O)=O)O)O)=O)COC(C2=CC(=C(C(=C2)OC(C2=CC(=C(C(=C2)O)O)O)=O)O)O)=O)C=C(C1O)OC(C1=CC(=C(C(=C1)O)O)O)=O Glucose pentakis(3,4-dihydroxy-5-((3,4,5-trihydroxybenzoyl) oxy) benzoate)